6-((4-(((Tert-butyldimethylsilyl)oxy)methyl)phenyl)amino)-1'-methyl-5-nitro-[2,4'-bipyridin]-2'(1'H)-one [Si](C)(C)(C(C)(C)C)OCC1=CC=C(C=C1)NC1=C(C=CC(=N1)C1=CC(N(C=C1)C)=O)[N+](=O)[O-]